(1-[bis(4-octylphenyl)aminomethyl])Tolyltriazole C(CCCCCCC)C1=CC=C(C=C1)N(C1=CC=C(C=C1)CCCCCCCC)CC1(C(C=CC=C1)C=1N=NNC1)C